O1CCOCCNCCOCCNCC1 1,4,10-trioxa-7,13-diaza-cyclopentadecane